CN1[C@H]2[C@@](CCC1)(CCC2)COC=2N=C(C1=C(N2)C(=C(N=C1)C1=CC(=CC2=CC=CC(=C12)F)O)F)N1CCOC[C@](C1)(O)C (6S)-4-(2-{[(4aS,7aR)-1-methyl-octahydro-1H-cyclopenta[b]pyridin-4a-yl]methoxy}-8-fluoro-7-(8-fluoro-3-hydroxy-naphthalen-1-yl)pyrido[4,3-d]pyrimidin-4-yl)-6-methyl-1,4-oxazepan-6-ol